O=C1N(CCC(N1)=O)N1C(C2=CC=C(C=C2C1=O)CN1CCN(CC1)C=1N=C(C2=C(N1)CCS2)N2CCNCC2)=O 2-(2,4-Dioxotetrahydropyrimidin-1(2H)-yl)-5-((4-(4-(piperazin-1-yl)-6,7-dihydrothieno[3,2-d]pyrimidin-2-yl)piperazin-1-yl)methyl)isoindoline-1,3-dione